NC=1N=NC(=CC1N1CCC(CC1)(C1=CC=CC=C1)C(=O)N1CCC2(CNCCO2)CC1)C1=C(C=CC=C1)O [1-[3-amino-6-(2-hydroxyphenyl)pyridazin-4-yl]-4-phenyl-4-piperidyl]-(1-oxa-4,9-diazaspiro[5.5]undecan-9-yl)methanone